tert-butyl 2-(4-((3-fluoro-4-(trifluoromethyl)benzyl)(methyl)carbamoyl)-2'-formyl-[1,1'-biphenyl]-3-yl)acetate FC=1C=C(CN(C(=O)C2=C(C=C(C=C2)C2=C(C=CC=C2)C=O)CC(=O)OC(C)(C)C)C)C=CC1C(F)(F)F